2-(dimethylamino)-2-(4-methylphenylmethyl)-1-(4-morpholinophenyl)butan-1-one CN(C(C(=O)C1=CC=C(C=C1)N1CCOCC1)(CC)CC1=CC=C(C=C1)C)C